NC1=NC(=NC2=C(C(=C(C=C12)OC)OC)F)C=1CCN(CC1)C(C[C@@H](NCC)C1=CC=C(C#N)C=C1)=O (R)-4-(3-(4-(4-amino-8-fluoro-6,7-dimethoxyquinazolin-2-yl)-3,6-dihydropyridin-1(2H)-yl)-1-(ethylamino)-3-oxopropyl)benzonitrile